BrC1=NN(C2=C1N=C(N=C2O)NC(=O)OC)CC2=C(C=C(C(=O)OC)C=C2)OC methyl 4-((3-bromo-7-hydroxy-5-((methoxycarbonyl)amino)-1H-pyrazolo[4,3-d]pyrimidin-1-yl)methyl)-3-methoxybenzoate